1-(tert-butyl) 3-ethyl 2-(6-(difluoromethyl)pyridazin-3-yl)malonate FC(C1=CC=C(N=N1)C(C(=O)OC(C)(C)C)C(=O)OCC)F